Cl.C1N(CC12CCNCC2)C2=NC=NC=C2OC2=C(C(=O)N(C(C)C)CC#N)C=C(C=C2)F 2-((4-(2,7-diazaspiro[3.5]non-2-yl)pyrimidin-5-yl)oxy)-N-(cyanomethyl)-5-fluoro-N-isopropylbenzamide hydrochloride